5-Bromo-6-(2-chloro-5-fluorophenyl)-7-(4-methoxybenzyl)-1,3,6,7-tetrahydroimidazo[4,5-e]isoindole-2,8-dione BrC=1C=C2C(=C3C(N(C(C13)C1=C(C=CC(=C1)F)Cl)CC1=CC=C(C=C1)OC)=O)NC(N2)=O